(R)-N-(1-cyclobutyl-4-fluoro-6-(2-hydroxypropan-2-yl)-1H-benzo[d]imidazol-2-yl)-3-phenylbutanamide C1(CCC1)N1C(=NC2=C1C=C(C=C2F)C(C)(C)O)NC(C[C@@H](C)C2=CC=CC=C2)=O